1-(5-bromopyridin-2-yl)-N-((tetrahydro-2H-pyran-4-yl)methyl)carboxamide BrC=1C=CC(=NC1)C(NC=O)C1CCOCC1